methyl (S)-2-amino-3-(7-methyl-1H-indazol-5-yl)propanoate N[C@H](C(=O)OC)CC=1C=C2C=NNC2=C(C1)C